(S)-2-(4-chlorophenyl)-1-((1R,5S)-3-((5R,7R)-7-fluoro-5-methyl-6,7-dihydro-5H-cyclopenta[d]pyrimidin-4-yl)-3,8-diazabicyclo[3.2.1]octan-8-yl)-3-(isopropylamino)propan-1-one ClC1=CC=C(C=C1)[C@H](C(=O)N1[C@H]2CN(C[C@@H]1CC2)C=2C1=C(N=CN2)[C@@H](C[C@H]1C)F)CNC(C)C